N-(2-fluoro-4-(hydrazinecarbonyl)benzyl)-N-(4-fluorophenyl)thiomorpholine-4-carboxamide 1,1-dioxide FC1=C(CN(C(=O)N2CCS(CC2)(=O)=O)C2=CC=C(C=C2)F)C=CC(=C1)C(=O)NN